COS(=O)(=O)[O-].C(CCC)N1C(=[N+](C=C1)C)C 1-butyl-2,3-dimethylimidazolium methyl-sulfate